5-bromo-1-(triisopropylsilyl)-1H-indole BrC=1C=C2C=CN(C2=CC1)[Si](C(C)C)(C(C)C)C(C)C